O=C1CCC(CC1)CNC(OC(C)(C)C)=O tert-butyl ((4-oxocyclohexyl)methyl)carbamate